((amidinothio)methyl)piperidine-1-carboxylic acid benzyl ester C(C1=CC=CC=C1)OC(=O)N1C(CCCC1)CSC(N)=N